C(C)(C)(C)C1CCN(CC1)C(=O)NC1=CC(=C(C(=C1)C=1N=NNN1)C1=CC(=C(C=C1)OC)OC)F 4-(tert-butyl)-N-(2-fluoro-3',4'-dimethoxy-6-(2H-tetrazol-5-yl)-[1,1'-biphenyl]-4-yl)piperidine-1-carboxamide